ClC=1N=C(C2=C(N1)C=CS2)NCC2=CC=NC=C2 2-chloro-N-[(pyridin-4-yl)methyl]thieno[3,2-d]pyrimidin-4-amine